5-(3-chloro-2-fluorophenoxy)-N-[(2RS)-1-(2-chloro-4-methylphenyl)-3-hydroxypropan-2-yl]-3-methylpyridazine-4-carboxamide ClC=1C(=C(OC=2C(=C(N=NC2)C)C(=O)N[C@H](CC2=C(C=C(C=C2)C)Cl)CO)C=CC1)F |r|